sodium 1,2-ethylenebis-dithiocarbamate C(CNC([S-])=S)NC([S-])=S.[Na+].[Na+]